N-((7-chloro-1H-benzo[d]imidazol-2-yl)methyl)-8-(1-(difluoromethyl)-1H-pyrazol-4-yl)-2-(4,4-difluoropiperidin-1-yl)pyrazolo[1,5-a][1,3,5]triazin-4-amine ClC1=CC=CC2=C1NC(=N2)CNC2=NC(=NC=1N2N=CC1C=1C=NN(C1)C(F)F)N1CCC(CC1)(F)F